7-methyl-1-((3-((3R,5R)-5-(4-(trifluoromethyl)phenyl)tetrahydrofuran-3-yl)-1,2,4-oxadiazol-5-yl)methyl)-1,7-dihydro-6H-purin-6-one CN1C=NC=2N=CN(C(C12)=O)CC1=NC(=NO1)[C@@H]1CO[C@H](C1)C1=CC=C(C=C1)C(F)(F)F